2-(5-chloro-2-imino-3-(prop-2-yn-1-yl)-2,3-dihydro-1H-benzo[d]imidazol-1-yl)-1-(3,4-dichlorophenyl)ethan-1-ol ClC1=CC2=C(N(C(N2CC#C)=N)CC(O)C2=CC(=C(C=C2)Cl)Cl)C=C1